4-amino-7-chloro-N,1-dimethyl-N-((5R)-2-(trifluoromethyl)-6,7-dihydro-5H-cyclopenta[b]-pyridin-5-yl)-1H-pyrazolo[4,3-c]quinoline-8-carboxamide NC1=NC=2C=C(C(=CC2C2=C1C=NN2C)C(=O)N([C@@H]2CCC1=NC(=CC=C12)C(F)(F)F)C)Cl